4-Cyclopropyl-N-((S)-(4,4-difluorocyclohexyl)(7-(((R*)-3-methyl-2-oxopyrrolidin-3-yl)methyl)imidazo[1,2-b]pyridazin-2-yl)methyl)-1,2,5-oxadiazole-3-carboxamide C1(CC1)C=1C(=NON1)C(=O)N[C@H](C=1N=C2N(N=CC(=C2)C[C@]2(C(NCC2)=O)C)C1)C1CCC(CC1)(F)F |o1:21|